[N+](=O)([O-])C1=CC2=C(OCCNCCOCCOCCNCCO2)C=C1 18-Nitro-3,4,5,6,8,9,12,13,14,15-decahydro-2H,11H-1,7,10,16,4,13-benzotetraoxadiazacyclooctadecine